FC1=CC=C(C=C1)C1N(C(OC1)=O)C(\C=C\C1=C(C=CC=C1)OC1=CC=CC=C1)=O (E)-4-(4'-fluorophenyl)-3-(3-(2-phenoxyphenyl)acryloyl)oxazolidine-2-one